3-(trifluoromethyl)-L-phenylalanine FC(C=1C=C(C[C@H](N)C(=O)O)C=CC1)(F)F